4,4-difluoro-1-(5-(trifluoromethoxy)pyridin-2-yl)azepane di-tert-butyl-rac-(1R,2S,4R,5S)-bicyclo[2.2.1]heptane-2,5-diyldicarbamate C(C)(C)(C)N(C(O)=O)[C@@H]1[C@H]2C[C@@H]([C@@H](C1)C2)N(C(O)=O)C(C)(C)C.FC2(CCN(CCC2)C2=NC=C(C=C2)OC(F)(F)F)F |r|